4-fluoro-2-methyl-N-[[6-(trifluoromethyl)imidazo[1,2-a]pyridin-2-yl]methyl]pyrazol-3-amine FC1=C(N(N=C1)C)NCC=1N=C2N(C=C(C=C2)C(F)(F)F)C1